2,4-dihydroxy-7-methoxy-1,4-benzoxazine-3-one OC1OC2=C(N(C1=O)O)C=CC(=C2)OC